O=C1N(CC2=CC(=CC=C12)O[C@@H]1C(N(CC1)CC=1C=C2C=CC(=NC2=CC1)C1CCOCC1)=O)C1C(NC(CC1)=O)=O 3-(1-Oxo-5-(((S)-2-oxo-1-((2-(tetrahydro-2H-pyran-4-yl)quinolin-6-yl)methyl)pyrrolidin-3-yl)oxy)isoindolin-2-yl)piperidine-2,6-dione